FC=1C=C(C=C(C1)F)C1(CCCC1)CN 1-(3,5-difluorophenyl)cyclopentylmethylamine